[(2S)-3-methoxy-2-[(2-methylpropan-2-yl)oxycarbonylamino]-3-oxopropyl] 4-[3-[2,4-difluoro-3-(methanesulfonamido)benzoyl]-1-(oxan-2-yl)pyrazolo[3,4-b]pyridin-5-yl]benzoate FC1=C(C(=O)C2=NN(C3=NC=C(C=C32)C3=CC=C(C(=O)OC[C@@H](C(=O)OC)NC(=O)OC(C)(C)C)C=C3)C3OCCCC3)C=CC(=C1NS(=O)(=O)C)F